N-(5-(1-(4-ethylphenyl)-1H-pyrazol-4-yl)-1H-indol-3-yl)-2-oxabicyclo[2.2.1]heptane-5-sulfonamide C(C)C1=CC=C(C=C1)N1N=CC(=C1)C=1C=C2C(=CNC2=CC1)NS(=O)(=O)C1C2COC(C1)C2